4-(1-(2,6-dichlorophenyl)azetidin-3-yl)-2,6-diethylbenzaldehyde ClC1=C(C(=CC=C1)Cl)N1CC(C1)C1=CC(=C(C=O)C(=C1)CC)CC